4-[7-(tert-butoxycarbonyl-methyl-amino)-imidazo[1,2-a]pyrimidin-2-yl]-benzoic acid methyl ester COC(C1=CC=C(C=C1)C=1N=C2N(C=CC(=N2)N(C)C(=O)OC(C)(C)C)C1)=O